OCCN(CCCCCCCC(=O)OC(CCCCCCCC)CCCCCCCC)CCCC(=O)OCCCCCCCCC Heptadecan-9-yl 8-((2-hydroxyethyl)(4-(nonyloxy)-4-oxobutyl)amino)octanoate